COC1=C(C=C(C=N1)C=1CN(CCC1)C(=O)OC(C)(C)C)C=C tert-butyl 6'-methoxy-5'-vinyl-5,6-dihydro-[3,3'-bipyridine]-1(2H)-carboxylate